tert-butyl 1-(2-oxoethyl)piperidine-4-carboxylate O=CCN1CCC(CC1)C(=O)OC(C)(C)C